NC1=CC=C(C=C1)N(C(OC(C)(C)C)=O)C tert-butyl (4-aminophenyl)(methyl)carbamate